2,5-dioxopyrrolidin-1-yl 2-{2',4,5,7,7'-pentafluoro-3',6'-dihydroxy-3-oxo-3H-spiro[2-benzofuran-1,9'-xanthen]-6-ylsulfanyl}acetate FC1=CC=2C3(C4=CC(=C(C=C4OC2C=C1O)O)F)OC(C1=C3C(=C(C(=C1F)F)SCC(=O)ON1C(CCC1=O)=O)F)=O